1-deuteromethyl-4-nitro-1H-pyrazole [2H]CN1N=CC(=C1)[N+](=O)[O-]